(R)-4-methoxy-N-(1-(2-naphthyl)allyl)aniline COC1=CC=C(N[C@H](C=C)C2=CC3=CC=CC=C3C=C2)C=C1